5-(4-chlorophenyl)-3-phenyl-1,2-selenazole ClC1=CC=C(C=C1)C1=CC(=N[Se]1)C1=CC=CC=C1